C(=O)(O)CC(CC(=O)[O-])(CC(=O)[O-])O 3-carboxymethyl-3-hydroxyglutarate